5-chloro-7-ethyl-N-{2-[3-(ethylamino)-4-(fluoromethyl)pyrrolidin-1-yl]-5,6,7,8-tetrahydroquinolin-6-yl}-7H-pyrrolo[2,3-c]pyridazine-3-carboxamide ClC1=CN(C=2N=NC(=CC21)C(=O)NC2CC=1C=CC(=NC1CC2)N2CC(C(C2)CF)NCC)CC